5-bromo-3-fluoro-2-(2-((tetrahydro-2H-pyran-2-yl)oxy)ethoxy)pyridine BrC=1C=C(C(=NC1)OCCOC1OCCCC1)F